valine aspartate N[C@@H](CC(=O)O)C(=O)O.N[C@@H](C(C)C)C(=O)O